N-(3-fluoro-4-((6-methoxy-7-(2-(4-oxopiperidin-1-yl)ethoxy)quinolin-4-yl)oxy)phenyl)-5-(4-fluorophenyl)-6-oxo-2,3,5,6-tetrahydrofuro[3,2-c]pyridine-7-carboxamide FC=1C=C(C=CC1OC1=CC=NC2=CC(=C(C=C12)OC)OCCN1CCC(CC1)=O)NC(=O)C1=C2C(=CN(C1=O)C1=CC=C(C=C1)F)CCO2